tert-butyl N-(3-{2,5-dioxo-1-[(αR)-6-[(3-carbamoylpyridin-2-yl)oxy]spiro[3.3]heptan-2-yl]imidazolidin-4-yl}propyl)carbamate O=C1N(C(C(N1)CCCNC(OC(C)(C)C)=O)=O)C1CC2(C1)CC(C2)OC2=NC=CC=C2C(N)=O